C(CCCCC(=O)[O-])(=O)OC(CCCCCCCCCC)CCCCCCCCC Nonylundecyl adipate